Hafnium (n-propylcyclopentadienyl)dimethoxyethane C(CC)C1(C=CC=C1)C(OC)COC.[Hf]